2-[(4-{1-[(4-chlorophenyl)methoxy]-1H-pyrazol-3-yl}piperidin-1-yl)methyl]-1-[(1-ethyl-1H-imidazol-5-yl)methyl]-1H-benzimidazole-6-carboxylic acid, ammonium salt [NH4+].ClC1=CC=C(C=C1)CON1N=C(C=C1)C1CCN(CC1)CC1=NC2=C(N1CC1=CN=CN1CC)C=C(C=C2)C(=O)[O-]